S1C(=CC=C1)C=1NC=CN1 2-(2-thienyl)imidazole